S(OC1=C2C(=CNC2=CC=C1)CCN1CCCC1)(=O)(=O)F 3-(2-(pyrrolidin-1-yl)ethyl)-1H-indol-4-yl sulfurofluoridate